[2-(4-cyclopropyl-6-methoxy-pyrimidin-5-yl)-4-[[4-[1-isopropyl-4-(trifluoromethyl)imidazol-2-yl]phenyl]amino]pyrimidin-5-yl]methanol C1(CC1)C1=NC=NC(=C1C1=NC=C(C(=N1)NC1=CC=C(C=C1)C=1N(C=C(N1)C(F)(F)F)C(C)C)CO)OC